OC1(COC1)C=1C=C(C=CC1)NC(=O)N1CC2CN(CC2C1)C1=CC=C(C=C1)C(F)(F)F N-(3-(3-hydroxyoxetan-3-yl)phenyl)-5-(4-(trifluoromethyl)phenyl)hexahydropyrrolo[3,4-c]pyrrole-2(1H)-carboxamide